4-(7-((R)-3-aminopiperidine-1-yl)-3-(2-fluoro-4-((S)-3-hydroxypyrrolidine-1-yl)phenyl)-3H-imidazo[4,5-b]pyridine-2-yl)-2-fluorobenzonitrile N[C@H]1CN(CCC1)C1=C2C(=NC=C1)N(C(=N2)C2=CC(=C(C#N)C=C2)F)C2=C(C=C(C=C2)N2C[C@H](CC2)O)F